Hippuric Acid C(CNC(=O)C1=CC=CC=C1)(=O)O